C1=C(C=CC2=CC=CC=C12)C(=O)N[C@@H](C(=O)N1[C@@H](C[C@@H](C1)N1N=NC=C1C(C)(C)O)C(=O)NC(CCCCNC(OCC1=CC=CC=C1)=O)C(C(=O)N)O)CC1CCCCC1 benzyl (5-((2S,4S)-1-((R)-2-(2-naphthamido)-3-cyclohexylpropanoyl)-4-(5-(2-hydroxypropan-2-yl)-1H-1,2,3-triazol-1-yl)pyrrolidine-2-carboxamido)-7-amino-6-hydroxy-7-oxoheptyl)carbamate